3-OXO-2-(2-PHENYLHYDRAZONO)-3-(2-THIENYL)PROPANAL O=C(C(C=O)=NNC1=CC=CC=C1)C=1SC=CC1